CS(=O)(=O)OCC(CN(C[C@@H](COCC1=CC=CC=C1)O)CC1=CC=CC=C1)(C)C 3-{benzyl[(2S)-3-(benzyloxy)-2-hydroxypropyl]amino}-2,2-dimethylpropyl methanesulfonate